phosgene di(trichloromethyl)carbonate 5,10-Methylenetetrahydrofolate C1N2C=3C(NC(=NC3NCC2CN1C1=CC=C(C(N[C@@H](CCC(=O)O)C(=O)O)=O)C=C1)N)=O.ClC(Cl)(Cl)OC(OC(Cl)(Cl)Cl)=O.C(=O)(Cl)Cl